ClCOCC[Si](OC)(OC)OC 2-(chloromethoxy)ethyltrimethoxysilane